O1CCNC(CC1)COC1=NC(=C(C=2N=C(NC(C21)=O)Cl)F)Cl 5-((1,4-Oxazepan-5-yl)methoxy)-2,7-dichloro-8-fluoropyrido[4,3-d]pyrimidin-4(3H)-one